2-(2-((tert-butyldiphenylsilyl)oxy)ethyl)pyrimidine-5-carboxylic acid [Si](C1=CC=CC=C1)(C1=CC=CC=C1)(C(C)(C)C)OCCC1=NC=C(C=N1)C(=O)O